CC1(CN(CCC1)CC=1C=CC=2N(C1)C=C(N2)CNC(=O)C=2N=C1N(C(C2)=O)C=CC=C1)C N-({6-[(3,3-dimethylpiperidin-1-yl)methyl]imidazo[1,2-a]pyridin-2-yl}methyl)-4-oxo-4H-pyrido[1,2-a]pyrimidine-2-carboxamide